N[C@H]1C[C@H](CC1)NC=1C=2N(N=CC1C(=NC1=C(C=CC(=C1)F)Cl)N)C=C(C2)C=2C=NC(=CC2C)OCCOCCOC 4-[[cis-3-aminocyclopentyl]amino]-N'-(2-chloro-5-fluoro-phenyl)-6-[6-[2-(2-methoxyethoxy)ethoxy]-4-methyl-3-pyridyl]pyrrolo[1,2-b]pyridazine-3-carboxamidine